FC1=C(C=CC(=C1)F)C[C@@H](C1=NC(=NO1)CC)NC(OC(C)(C)C)=O (S)-tert-butyl 2-(2,4-difluorophenyl)-1-(3-ethyl-1,2,4-oxadiazol-5-yl)ethylcarbamate